4-isooctyl dichlorophenoxyacetate ClC(C(=O)OC(CCC)CC(C)C)(OC1=CC=CC=C1)Cl